[C@H]12CN(C[C@H](CC1)N2)C2=NC(=NC1=C(C(=C(C=C21)Cl)C2=CC=CC1=CC=CC(=C21)F)F)N2CC(C2)N(C)C 4-((R or S)-4-((1R,5S)-3,8-diazabicyclo[3.2.1]octan-3-yl)-6-chloro-2-(3-(dimethyl-amino)azetidin-1-yl)-8-fluoro-quinazolin-7-yl)-5-fluoro-naphthalen